FC(C(=O)O)(F)F.FC(C(=O)O)(F)F.N[C@H](CNC=1C=CC(=C(C(=O)N[C@H](C)C2=CC=CC3=CC=CC=C23)C1)C)CN 5-(((S)-2,3-diaminopropyl)amino)-2-methyl-N-((R)-1-(naphthalen-1-yl)ethyl)benzamide bis(2,2,2-trifluoroacetate)